1,1,3-trimethyl-3-(3-((2-((3-methyl-1-(1-methylpiperidin-4-yl)-1H-pyrazol-4-yl)amino)-5-(trifluoromethyl)pyrimidin-4-yl)amino)propyl)urea CN(C(=O)N(CCCNC1=NC(=NC=C1C(F)(F)F)NC=1C(=NN(C1)C1CCN(CC1)C)C)C)C